N1(C=NC=C1)C1=CC=C(C=C1)C=1OC(=C(N1)CN1CCC(CC1)C1=CC=C(C=C1)Cl)C 2-(4-(1H-imidazol-1-yl)phenyl)-4-((4-(4-chlorophenyl)piperidin-1-yl)methyl)-5-methyloxazole